CCCCCCCCCCCCC(C)(C(CC(=O)O)O)O The molecule is a dihydroxy monocarboxylic acid that consists of palmitic acid bearing two hydroxy substituents at positions 3 and 4 and a methyl substituent at position 4. It is a branched-chain fatty acid, a long-chain fatty acid, a 3-hydroxy fatty acid and a dihydroxy monocarboxylic acid. It derives from a hexadecanoic acid.